tert-butyl (2R)-2-(hydroxylmethyl)pyrrolidine-1-carboxylate OC[C@@H]1N(CCC1)C(=O)OC(C)(C)C